ClC1=NN=C(S1)CN1C[C@@](CC1)([C@@]1(OCC1)C(F)(F)F)CCC1=CC=C(C#N)C=C1 |o1:12| 4-(2-((R)-1-((5-chloro-1,3,4-thiadiazol-2-yl)methyl)-3-((R or S)-2-(trifluoromethyl)oxetan-2-yl)pyrrolidin-3-yl)ethyl)benzonitrile